BrC=1C=C(C=C(C1)C)C=1N=CC2=C(N1)C(=NC=C2)N 2-(3-bromo-5-methylphenyl)pyrido[3,4-d]pyrimidin-8-amine